Cl.N[C@@H](C(=O)N)CC |r| (RS)-2-aminobutanamide hydrochloride